C(C)OC(CC(CC1=C(C=CC(=C1)C)[N+](=O)[O-])NC(=O)OC(C)(C)C)=O ethyl-3-[(tert-butoxycarbonyl)amino]-4-(5-methyl-2-nitrophenyl)butanoate